C(C)SCCNCC1=NC=CC=C1 2-(ethylsulfanyl)-N-((pyridin-2-yl)methyl)ethan-1-amine